5-((2-(3-Chloropropylsulfonamido)ethyl)amino)benzo[c][2,6]naphthyridine-8-carboxamide ClCCCS(=O)(=O)NCCNC1=NC2=C(C3=CN=CC=C13)C=CC(=C2)C(=O)N